F[C@H]1OCCC1 (2R,7aS)-2-fluoro-tetrahydrofuran